NC1=C(N=CC(=N1)N1CCC(CC1)(C)NCC1=C(C=NC=C1)N1C(NC(CC1)=O)=O)C1=C(C(=CC=C1)Cl)Cl 1-(4-(((1-(6-amino-5-(2,3-dichlorophenyl)pyrazin-2-yl)-4-methylpiperidin-4-yl)amino)methyl)pyridin-3-yl)dihydropyrimidine-2,4(1H,3H)-dione